ClC=1C(=NC=CC1NC=1C(=C(CN2CCC(CC2)C(=O)O)C=CC1)F)C1=C(C(=CC=C1)C1=NC(=C(C=C1)CNC[C@@H]1NC(CC1)=O)OC)Cl (R)-1-(3-((3-chloro-2-(2-chloro-3-(6-methoxy-5-((((5-oxopyrrolidin-2-yl)methyl)amino)methyl)pyridin-2-yl)phenyl)pyridin-4-yl)amino)-2-fluorobenzyl)piperidine-4-carboxylic acid